NC1=C2C(=NC=N1)N(N=C2C2=CC=C(C1=C2OCO1)NC(=O)C1=CC=C(C2=CC=CC=C12)C)[C@H]1CNCCC1 (R)-N-(7-(4-amino-1-(piperidin-3-yl)-1H-pyrazolo[3,4-d]pyrimidin-3-yl)benzo[d][1,3]dioxol-4-yl)-4-methyl-1-naphthamide